BrCC1=CC=C(O[Si](C2=CC=CC=C2)(C2=CC=CC=C2)C(C)(C)C)C=C1 (4-(bromomethyl)phenoxy)(tert-butyl)diphenylsilane